[Si](C)(C)(C(C)(C)C)OC(CCCO)CN(C)CCN(C)C 4-[tert-butyl(dimethyl)silyl]oxy-5-[2-(dimethylamino)ethyl-methyl-amino]pentan-1-ol